CC1=NC=CC(=C1)C=1SC=2C=NC(=CC2N1)NC1=NC(=C(C=C1)C1COCC1)CN1CCCC1 N-[2-(2-Methylpyridin-4-yl)-[1,3]thiazolo[5,4-c]pyridin-6-yl]-5-(oxolan-3-yl)-6-[(pyrrolidin-1-yl)methyl]pyridin-2-amine